C(C(C)C)C=1N=CC2=C(N1)NC=C2C2=CC=1N(C=C2)N=CC1 2-isobutyl-5-(pyrazolo[1,5-a]pyridin-5-yl)-7H-pyrrolo[2,3-d]pyrimidine